OCCOC1=C(C=C(C=C1)C1(C2=CC=CC=C2C=2C=CC=CC12)C1=CC(=C(C=C1)OCCO)C1=CC=CC=C1)C1=CC=CC=C1 9,9-bis(4-(2-hydroxyethoxy)-3-phenylphenyl)-fluorene